trans-6-chloro-N-((4-(2-(4-chloro-3-fluorophenoxy)acetamido)cyclohexyl)methyl)-3,4-dihydro-2H-benzo[b][1,4]oxazine-2-carboxamide ClC1=CC2=C(OC(CN2)C(=O)NC[C@@H]2CC[C@H](CC2)NC(COC2=CC(=C(C=C2)Cl)F)=O)C=C1